(2-propenyl)-4-pentylamine C(C=C)NC(CCC)C